BrC1=CC(=C(C=C1)NC1=C(C2=C(N(C=N2)C)C=C1C(=O)NOCC(=O)O)F)F 2-((5-((4-bromo-2-fluorophenyl)amino)-4-fluoro-1-methyl-1H-benzo[d]imidazole-6-carboxamido)oxy)acetic acid